FC=1C(=NC=CC1)[C@@H](CC)NS(=O)C(C)(C)C |o1:7| N-((R or S)-1-(3-fluoropyridin-2-yl)propyl)-2-methylpropane-2-sulfinamide